(6-fluoro-5-(1-methylcyclopropyl)pyridin-2-yl)(phenyl)methylammonium chloride [Cl-].FC1=C(C=CC(=N1)[NH2+]CC1=CC=CC=C1)C1(CC1)C